5-[(1S,2S)-2-(6-chloroimidazo[1,2-b]pyridazin-8-yl)cyclopropyl]-2-fluoro-benzonitrile ClC=1C=C(C=2N(N1)C=CN2)[C@@H]2[C@H](C2)C=2C=CC(=C(C#N)C2)F